tert-butyl N-(3-aminocyclobutyl)carbamate NC1CC(C1)NC(OC(C)(C)C)=O